[Pb].[Fe].[Cu].N1=CC=C(C=C1)C1=CC=CC=C1C(=O)NN 4-pyridinebenzoyl-hydrazine copper-iron-lead